N,N-diethylaminoethoxyethanol C(C)N(CC)CCOC(C)O